1-(3-(difluoromethoxy)phenyl)-3-isopropyl-N-(4-methyl-1,1-dioxidotetrahydro-2H-thiopyran-4-yl)-2-oxo-2,3-dihydro-1H-benzo[d]imidazole-5-carboxamide FC(OC=1C=C(C=CC1)N1C(N(C2=C1C=CC(=C2)C(=O)NC2(CCS(CC2)(=O)=O)C)C(C)C)=O)F